4-(1,2,3,4-tetrahydronaphthalen-1-yl)butanoic acid C1(CCCC2=CC=CC=C12)CCCC(=O)O